1-[4-[[3-(9H-Carbazole-4-yloxy)-2-hydroxypropyl]amino]phenyl]-3-(3,4-dichlorophenyl)-2-propene-1-one C1=CC=C(C=2C3=CC=CC=C3NC12)OCC(CNC1=CC=C(C=C1)C(C=CC1=CC(=C(C=C1)Cl)Cl)=O)O